Cl/C(/C(=O)O)=C/C(=O)O chloromaleic acid